C(C)OC(C(F)(F)F)(C(F)(F)F)[C@]1(CN(CC1)C(C)(C)C=1C=NC(=CC1)C)/C=C/C1=NC2=CC=CC=C2N=C1 (S,E)-2-(2-(3-(2-ethoxy-1,1,1,3,3,3-hexafluoropropan-2-yl)-1-(2-(6-methylpyridin-3-yl)propan-2-yl)pyrrolidin-3-yl)vinyl)quinoxaline